BrC1=C(C=C2C(C(COC2=C1)(C)C)=O)OC 7-bromo-6-methoxy-3,3-dimethylchroman-4-one